(R)-tert-Butyl (1-(2-(1-ethyl-1H-indol-2-yl)-1-methyl-7-(trifluoromethoxy)-1H-benzo[d]imidazole-5-carbonyl)piperidin-3-yl)carbamate C(C)N1C(=CC2=CC=CC=C12)C1=NC2=C(N1C)C(=CC(=C2)C(=O)N2C[C@@H](CCC2)NC(OC(C)(C)C)=O)OC(F)(F)F